ClC1=NC=C(C(=N1)C1=CN(C2=C(C=CC=C12)OC)C)Cl 3-(2,5-dichloropyrimidin-4-yl)-7-methoxy-1-methyl-1H-indole